3-[4-[4-chloro-7-(4-fluoro-2-methoxy-phenyl)pyrazolo[1,5-a]pyrazin-6-yl]pyrazol-1-yl]azetidine-1-carboxylic acid tert-butyl ester C(C)(C)(C)OC(=O)N1CC(C1)N1N=CC(=C1)C=1N=C(C=2N(C1C1=C(C=C(C=C1)F)OC)N=CC2)Cl